CC1(N(C(CCC1)(C)C)SSN1C(CCCC1(C)C)(C)C)C bis(2,2,6,6-tetramethylpiperidine-1-yl)disulfide